o-tolylmethylaminofluorosilane C1(=C(C=CC=C1)CN[SiH2]F)C